C1(CCC(C2=CC=CC=C12)=O)=O 2,3-dihydro-1,4-naphthoquinone